C(C)(C)C1=C(C=CC(=C1)C)C(CC(OCC)OCC)OCC 2-isopropyl-4-methyl-1-(1,3,3-triethoxypropyl)benzene